1,5-diethyl (2S)-2-([5-(2-chloroacetamido)-6-methoxypyridin-2-yl]formamido)pentanedioate ClCC(=O)NC=1C=CC(=NC1OC)C(=O)N[C@H](C(=O)OCC)CCC(=O)OCC